(1S,2S,4R,5R,6S,7S)-N-(3,4-dichlorophenyl)-7-(2-methylpyridin-4-yl)-8-oxatricyclo[3.2.1.02,4]Octane-6-carboxamide ClC=1C=C(C=CC1Cl)NC(=O)[C@@H]1[C@H]2[C@@H]3C[C@@H]3[C@@H]([C@@H]1C1=CC(=NC=C1)C)O2